N-{4-[3-anilino-5,6-dimethyl-4-oxo-4,5,6,7-tetrahydro-1H-pyrrolo[3,2-c]pyridin-2-yl]pyridin-2-yl}-2-(4-fluorophenyl)acetamide N(C1=CC=CC=C1)C1=C(NC2=C1C(N(C(C2)C)C)=O)C2=CC(=NC=C2)NC(CC2=CC=C(C=C2)F)=O